C(C)OC=1N=CC(=NC1)CN1C(O[C@]2(C1)C[C@@](CCC2)(C)CN2C=NC1=C2C=C(C=C1)C#N)=O 1-(((5S,7S)-3-((5-ethoxypyrazin-2-yl)methyl)-7-methyl-2-oxo-1-oxa-3-azaspiro[4.5]decane-7-yl)methyl)-1H-benzo[d]imidazole-6-carbonitrile